O1COC2=C1C=CC(=C2)CN2C(C(=CC(=C2)C2=NC(=NC(=C2)C)S(=O)(=O)CCC(C2=CC=CC=C2)OCC2=C(C=CC=C2)F)F)=O 1-(benzo[d][1,3]dioxol-5-ylmethyl)-3-fluoro-5-(2-(3-(2-fluorobenzyloxy)-3-phenylpropylsulfonyl)-6-methylpyrimidin-4-yl)pyridin-2(1H)-one